O=C(C[C@H](C(=O)N[C@@H](CCCC1=CC=CC=C1)B(O)O)NC(=O)C1=NC=CN=C1)NCC=1C=NC=CC1 ((R)-1-((R)-4-oxo-2-(pyrazine-2-carboxamido)-4-((pyridin-3-ylmethyl)amino)butanamido)-4-phenylbutyl)boronic acid